3-amino-N-(2-mercaptoethyl)propionamide NCCC(=O)NCCS